N(=[N+]=[N-])CC1=CC=C(C=C1)C1=NN=NN1 5-(4-(Azidomethyl)phenyl)-1H-tetrazole